C12CCC(C(OC1)O2)=O 6,8-Dioxabicyclo[3.2.1]octan-4-one